5-(4-Ethyl-8-(piperazin-1-yl)-3,4-dihydropyrazino[1,2-b]indazol-2(1H)-yl)Quinoline-8-carbonitrile C(C)C1CN(CC=2N1N=C1C=C(C=CC21)N2CCNCC2)C2=C1C=CC=NC1=C(C=C2)C#N